(R)-6-chloro-3-((1-(3-fluoro-9-methyl-7-oxo-5,7-dihydro-6H-benzo[c]xanthen-11-yl)ethyl)amino)picolinic acid ClC1=CC=C(C(=N1)C(=O)O)N[C@H](C)C=1C=2OC=3C4=C(CCC3C(C2C=C(C1)C)=O)C=C(C=C4)F